P(=O)(O)(O)OC[C@@H]1[C@H]([C@@H]([C@H](C(O1)C(O)C(O)CO)O)O)O 6-phosphoglucosyl-Glycerol